FC(C(=O)NNC(CCl)=O)(F)F N'-trifluoroacetyl-chloroacetohydrazide